tert-butyl N-[2-(4,4-dimethylcyclohexen-1-yl)-6-[2,2,6,6-tetrakis(trideuteriomethyl)-4-piperidyl]-3-pyridyl]carbamate CC1(CC=C(CC1)C1=NC(=CC=C1NC(OC(C)(C)C)=O)C1CC(NC(C1)(C([2H])([2H])[2H])C([2H])([2H])[2H])(C([2H])([2H])[2H])C([2H])([2H])[2H])C